C1=C(C=CC=2OC3=C(C21)C=CC=C3)C(CF)=O 1-(dibenzo[b,d]furan-2-yl)-2-fluoroethan-1-one